17-((Acetyl-L-cysteinyl)oxy)-11-hydroxy-10,13-dimethyl-3-oxo-6,7,8,9,10,11,12,13,14,15,16,17-dodecahydro-3H-cyclopenta[a]phenanthrene-17-carboxylic acid C(C)(=O)N[C@@H](CS)C(=O)OC1(CCC2C3CCC4=CC(C=CC4(C3C(CC12C)O)C)=O)C(=O)O